FC1=C(C=CC(=C1)N(C(C)=O)C)C=1CCN(CC1)C(=O)OC(C)(C)C tert-Butyl 4-(2-fluoro-4-(N-methylacetamido)phenyl)-3,6-dihydropyridine-1(2H)-carboxylate